2-((S)-3-((S)-sec-Butyl)-2-oxo-1,2,3,5-tetrahydro-4H-benzo[e][1,4]diazepin-4-yl)acetamide [C@H](C)(CC)[C@@H]1N(CC2=C(NC1=O)C=CC=C2)CC(=O)N